[Ge](=[Te])=O germanium telluride oxide